NC1=CC=C(CNC=2C(=NC=C(N2)C#N)C#N)C=C1 3-(4-aminobenzylamino)pyrazine-2,5-dicarbonitrile